1-(2-chloro-4-pyridinyl)cyclopentanecarbonitrile ClC1=NC=CC(=C1)C1(CCCC1)C#N